tert-butyl 5-formyl-6-methoxy-3,4-dihydro-1H-isoquinoline-2-carboxylate C(=O)C1=C2CCN(CC2=CC=C1OC)C(=O)OC(C)(C)C